(E)-4-chloro-N-methyl-N-(1-(3-(4-(3-(p-tolyl)acryloyl)phenoxy)propyl)piperidin-4-yl)benzenesulfonamide bismuth germanium thulium silicon [Si].[Tm].[Ge].[Bi].ClC1=CC=C(C=C1)S(=O)(=O)N(C1CCN(CC1)CCCOC1=CC=C(C=C1)C(\C=C\C1=CC=C(C=C1)C)=O)C